2,5-dioxopyrrolidin-1-yl 1-(9H-fluoren-9-yl)-3-oxo-2,7,10,13-tetraoxa-4-azapentadecan-15-oate C1=CC=CC=2C3=CC=CC=C3C(C12)COC(NCCOCCOCCOCC(=O)ON1C(CCC1=O)=O)=O